BrC1=CC(N(C=C1)C(CN(C)CC(F)F)C1=CC(=CC=C1)Cl)=O 4-Bromo-1-(1-(3-chlorophenyl)-2-((2,2-difluoroethyl)(methyl)amino)ethyl)pyridin-2(1H)-one